BrC1=C2CC(N(C2=CC=C1C)C(C)C)=O 4-Bromo-1-isopropyl-5-methylindolin-2-one